1-hexadecanoyl-2-(11Z-octadecenoyl)-sn-glycero-3-phospho-(1'-sn-glycerol) CCCCCCCCCCCCCCCC(=O)OC[C@H](COP(=O)(O)OC[C@H](CO)O)OC(=O)CCCCCCCCC/C=C\CCCCCC